2-Cyano-N-(1-(pyridin-4-ylmethyl)-1H-pyrazol-3-yl)benzamide C(#N)C1=C(C(=O)NC2=NN(C=C2)CC2=CC=NC=C2)C=CC=C1